3-ethyl-7-(oxiran-2-yl)quinolin-2(1H)-one C(C)C=1C(NC2=CC(=CC=C2C1)C1OC1)=O